OC[C@]1(N2CC(C1=O)C2)COC (1R,2S,4R)-2-(hydroxymethyl)-2-(methoxymethyl)-1-azabicyclo[2.1.1]hexan-3-one